[O-2].[Ti+4].[Ti+4].[O-2].[O-2].[O-2] diTitanium oxide